7H-pyrrolo[2,3-d]Pyrimidine-7-carboxamide hydrochloride Cl.N1=CN=CC2=C1N(C=C2)C(=O)N